FC1=CC=C2C=CC(=NC2=C1)C1=CC=C(C=C1)S(=O)(=O)N 4-(7-fluoroquinoline-2-yl)benzenesulfonamide